BrC=1C=C(C=CC1C)NC(C1=CC(=NC=C1)C(F)(F)F)=O N-(3-bromo-4-methylphenyl)-2-(trifluoromethyl)isonicotinamide